3-(((10-(4,5-dimethoxy-2-methyl-3,6-dioxocyclohex-1,4-dien-1-yl) decyl) oxy) carbonyl)-9,10-dioxo-9,10-dihydroanthracene-1,8-diyldiacetate COC=1C(C(=C(C(C1OC)=O)CCCCCCCCCCOC(=O)C=1C=C(C=2C(C3=C(C=CC=C3C(C2C1)=O)CC(=O)[O-])=O)CC(=O)[O-])C)=O